C(=O)O.NC1=CN=NC2=CC(=CC=C12)C=1C=C(C=CC1OC(C)(F)F)B(O)O [3-(4-aminocinnolin-7-yl)-4-(1,1-difluoroethoxy)phenyl]boronic acid formic acid salt